(1-tert-butoxycarbonyl-4-hydroxy-4-piperidyl)acetic acid C(C)(C)(C)OC(=O)N1CCC(CC1)(O)CC(=O)O